OC1=C(C=CC(=C1)C(F)(F)F)C1=C(N=C(N=N1)N1C[C@@]2(CC(NC2)=O)CC1)C (R)-7-(6-(2-hydroxy-4-(trifluoromethyl)phenyl)-5-methyl-1,2,4-triazin-3-yl)-2,7-diazaspiro[4.4]nonan-3-one